C(C)(C)(CC)OOC(C(=O)[O-])C(CC(C)(C)C)C t-amylperoxy-3,5,5-trimethylhexanoate